O1CCN(CC1)CC1=CC=2C(C3=CC=CC=C3SC2C=C1)=O 2-morpholinomethyl-thioxanthone